CC=1C(=C(C=C(C1)C)O)C1=NC2=NC(=CC=C2C(=C1)C)C1CN(CCC1)C 3,5-dimethyl-2-[4-methyl-7-(1-methyl-3-piperidyl)-1,8-naphthyridin-2-yl]phenol